[N+](=O)([O-])C1=CC=C(C=C1)OC(=O)N1C[C@@H](CCC1)N1C(N(CCC1)C)=O (R)-3-(3-methyl-2-oxotetrahydropyrimidine-1(2H)-yl)piperidine-1-carboxylic acid 4-nitrophenyl ester